2-[2-(aminomethyl)-3,3-difluoro-allyl]-7-[6-(dimethylamino)-3-pyridyl]-[1,2,4]triazolo[4,3-a]pyridin-3-one NCC(CN1N=C2N(C=CC(=C2)C=2C=NC(=CC2)N(C)C)C1=O)=C(F)F